C(C)OC1=CC=C(C=N1)C1=CN=C(C(=N1)C(=O)N/N=C/C1=C(C=CC(=C1)OC)F)O (E)-6-(6-ethoxypyridin-3-yl)-N'-(2-fluoro-5-methoxybenzylidene)-3-hydroxypyrazine-2-carbohydrazide